ClC1=CC2=C(N=N1)CCN(C2)C(=O)C2=C(OC=1N=CN=C(C12)NC1(CC1)C)C 5-{3-chloro-5h,6h,7h,8h-pyrido[4,3-c]pyridazine-6-carbonyl}-6-methyl-N-(1-methylcyclopropyl)furo[2,3-d]pyrimidin-4-amine